NC1=NC=CC(=C1Cl)SC=1C=2N(C(=CC1C)N1CCC3(CC1)[C@@H](C1=CC=CC=C1C3)N)C=NN2 (S)-1'-(8-((2-amino-3-chloropyridin-4-yl)thio)-7-methyl-[1,2,4]triazolo[4,3-a]pyridin-5-yl)-1,3-dihydrospiro[indene-2,4'-piperidine]-1-amine